BrC=1C=C(C(=C(C1)N1C[C@H](N(CC1)C(=O)OC(C)(C)C)C)[N+](=O)[O-])NC=1SC(=NN1)C(F)F tert-butyl (2R)-4-[5-bromo-3-[[5-(difluoromethyl)-1,3,4-thiadiazol-2-yl]amino]-2-nitro-phenyl]-2-methyl-piperazine-1-carboxylate